1,3-dichloro-2-acetoxymethoxypropane ethyl-2-(5-cyano-6-fluoro-2-oxo-1H-quinolin-3-yl)-2,2-difluoroacetate C(C)OC(C(F)(F)C=1C(NC2=CC=C(C(=C2C1)C#N)F)=O)=O.ClCC(CCl)OCOC(C)=O